2-(3-(1-(2,6-bis(benzyloxy)pyridin-3-yl)-3-methyl-2-oxo-2,3-dihydro-1H-benzo[d]imidazol-5-yl)phenyl)acetic acid C(C1=CC=CC=C1)OC1=NC(=CC=C1N1C(N(C2=C1C=CC(=C2)C=2C=C(C=CC2)CC(=O)O)C)=O)OCC2=CC=CC=C2